FC1=C(C=CC(=C1)[N+](=O)[O-])CC(=O)O 2-(2-fluoro-4-nitrophenyl)acetic acid